ClC1=C(C=CC=C1Cl)SC1=NNC=2C1=NC=C(C2)N2CCC(CC2)(N)C 1-(3-((2,3-dichlorophenyl)thio)-1H-pyrazolo[4,3-b]pyridin-6-yl)-4-methylpiperidin-4-amine